hexaneidic acid [CH2-]CCCCC(=O)O